Cl.FC(C[C@@H](C(=O)N1C[C@]2(C[C@H]1C(=O)N)C(NCC2)=O)NC)(C)C (3s,5S)-2-((S)-4-fluoro-4-methyl-2-(methylamino)pentanoyl)-6-oxo-2,7-diazaspiro[4.4]nonane-3-carboxamide hydrochloride